ClC=1N=C(C2=C(N1)C(=C(N=C2C)Cl)F)N2CC1C(C2)CCC1 2,7-Dichloro-8-fluoro-4-(hexahydrocyclopenta[c]pyrrol-2(1H)-yl)-5-methylpyrido[4,3-d]pyrimidine